CCCCCCCCCCCCCCCCC/C=C/C(=O)N eicosenamide